(3S,4R)-4-((6-chloro-7-(3,3-difluorocyclopentyl)-5-fluoropyrrolo[2,1-f][1,2,4]triazin-2-yl)amino)tetrahydro-2H-pyran-3-ol ClC=1C(=C2C=NC(=NN2C1C1CC(CC1)(F)F)N[C@H]1[C@@H](COCC1)O)F